C1=CC=CC=2C3=CC=CC=C3C(C12)COC(=O)N([C@@H](CC(=O)O)C(=O)N1CC(C(C(C1)(F)F)(F)F)(F)F)C (3S)-3-[9H-fluoren-9-ylmethoxycarbonyl(methyl)amino]-4-(3,3,4,4,5,5-hexafluoropiperidine-1-yl)-4-oxobutanoic acid